FC=1C=C2CCN(CC2=CC1)C1=CC(=C(C(=C1)C)NC(=O)C=1OC=CC1C)C N-(4-(6-fluoro-3,4-dihydroisoquinolin-2(1H)-yl)-2,6-dimethylphenyl)-3-methylfuran-2-carboxamide